ClC=1C(=C(C=2C(=C(SN2)N2C[C@H]3CC[C@@H](C2)N3C(C=C)=O)C1)F)C1=CC(=CC3=CC=CC=C13)O 1-((1R,5S)-3-(5-chloro-7-fluoro-6-(3-hydroxy-1-naphthalenyl)-2,1-benzothiazol-3-yl)-3,8-diazabicyclo[3.2.1]octan-8-yl)-2-propen-1-one